5-(4-phenylphenyl)-2-undecan-6-yl-1H-imidazole C1(=CC=CC=C1)C1=CC=C(C=C1)C1=CN=C(N1)C(CCCCC)CCCCC